BrC1=CC=C2C(=N1)NC=C2N 6-bromo-1H-pyrrolo[2,3-b]pyridin-3-amine